2-[(4-{1-[(4-cyano-2-fluorophenyl)methoxy]-1H-pyrazol-3-yl}piperidin-1-yl)methyl]-1-[(1-ethyl-1H-imidazol-5-yl)methyl]-1H-benzimidazole-6-carboxylic acid C(#N)C1=CC(=C(C=C1)CON1N=C(C=C1)C1CCN(CC1)CC1=NC2=C(N1CC1=CN=CN1CC)C=C(C=C2)C(=O)O)F